C1(CCC1)CNCC=1C=CC=2N(C1)C=C(N2)C(C)NC(C2=CN=CC(=C2)N2CCCC2)=O N-(1-(6-(((cyclobutylmethyl)amino)methyl)imidazo[1,2-a]pyridin-2-yl)ethyl)-5-(pyrrolidin-1-yl)nicotinamide